4-(dimethylamino)but-2-enoyl chloride CN(CC=CC(=O)Cl)C